4-[cyclopropyl-[4-(5,6,7,8-tetrahydro-1,8-naphthyridin-2-yl)butyl]amino]-2-[(3-methyloxetane-3-carbonyl)amino]butanoic acid C1(CC1)N(CCC(C(=O)O)NC(=O)C1(COC1)C)CCCCC1=NC=2NCCCC2C=C1